5-Chloro-6-methyl-4-(5-methyl-3-(1-methyl-1H-indazol-5-yl)-1-(2-azaspiro[3.3]heptan-6-yl)-1H-pyrazol-4-yl)-1H-indazole ClC=1C(=C2C=NNC2=CC1C)C=1C(=NN(C1C)C1CC2(CNC2)C1)C=1C=C2C=NN(C2=CC1)C